(S)-2-(3-fluoro-5-isopropyl-2-methoxyphenyl)-2-((R)-3-(4-((S)-1,2,3,4-tetrahydro-1,8-naphthyridin-2-yl)butoxy)pyrrolidin-1-yl)acetic acid FC=1C(=C(C=C(C1)C(C)C)[C@@H](C(=O)O)N1C[C@@H](CC1)OCCCC[C@@H]1NC2=NC=CC=C2CC1)OC